ethyl (1,5,5-trimethyl-2-cyclopentenyl)acetate CC1(C=CCC1(C)C)CC(=O)OCC